C(CCC)NC1=CC=C(C=C1)F N-butyl(4-fluorophenyl)amine